3-(2-(3-(trifluoromethyl)phenyl)-1,2,3,4-tetrahydroisoquinolin-6-yl)propionic acid FC(C=1C=C(C=CC1)N1CC2=CC=C(C=C2CC1)CCC(=O)O)(F)F